P(=O)(O)(OC(C)(C)OC1=CC(=CC(=C1C1CCCC(=C1)C)OC(C)(C)OP(=O)(O)[O-])CCCCC)[O-].[NH4+].[NH4+] diammonium ((5'-methyl-4-pentyl-1',2',3',4'-tetrahydro-[1,1'-biphenyl]-2,6-diyl)bis(oxy))bis(propane-2,2-diyl) bis(hydrogen phosphate)